ethyl 2-[(2-amino-5-bromo-benzoyl)amino]-2-[5-fluoro-2-(methoxymethoxy)-phenyl]acetate NC1=C(C(=O)NC(C(=O)OCC)C2=C(C=CC(=C2)F)OCOC)C=C(C=C1)Br